4-amino-7-fluoro-N-methyl-N-(5-(trifluoromethyl)-2,3-dihydro-1H-inden-1-yl)imidazo[1,5-a]quinoxaline-8-carboxamide NC=1C=2N(C3=CC(=C(C=C3N1)F)C(=O)N(C1CCC3=CC(=CC=C13)C(F)(F)F)C)C=NC2